4-[4-(2-Benzylphenoxy)-3-methoxyphenyl]-2H,4H,5H,6H,7H-pyrazolo[3,4-b]pyridin-6-one C(C1=CC=CC=C1)C1=C(OC2=C(C=C(C=C2)C2C=3C(NC(C2)=O)=NNC3)OC)C=CC=C1